BrC1=NC=C(C=C1N1CCC(CC1)C(=O)OCC)CCCOC Ethyl 1-(2-bromo-5-(3-methoxypropyl)pyridin-3-yl)piperidine-4-carboxylate